[N+](=O)([O-])C1=CC=C(C=C1)CCNC1=CC=C(C(C(=O)O)=C1)O 5-[2-(4-nitrophenyl)-ethyl]aminosalicylic acid